[3-{[2-(4-chlorophenyl)imidazo[1,2-a]pyridin-3-yl]methyl}-3,9-diazabicyclo[4.2.1]non-9-yl](3-fluoro-6-methoxypyridin-2-yl)methanone ClC1=CC=C(C=C1)C=1N=C2N(C=CC=C2)C1CN1CC2CCC(CC1)N2C(=O)C2=NC(=CC=C2F)OC